BrC=1C(N(C=NC1)C1CC1)=O 5-bromo-3-cyclopropylpyrimidin-4(3H)-one